L-SERINE N[C@@H](CO)C(=O)O